3-[5-(azetidin-1-yl)-3-methyl-pyridin-2-yl]-8-dimethylamino-8-(3-fluorophenyl)-1,3-diazaspiro[4.5]decan-2-one N1(CCC1)C=1C=C(C(=NC1)N1C(NC2(C1)CCC(CC2)(C2=CC(=CC=C2)F)N(C)C)=O)C